C(#N)C(=CC1=C(C=C(C#N)C=C1)OC)C(C)=O 4-(2-cyano-3-oxobut-1-en-1-yl)-3-methoxybenzonitrile